NC=1SC(=NN1)S 2-amino-5-sulfanyl-1,3,4-thiadiazole